4-(1-((6-((6-azaspiro[3.4]octane-6-yl)methyl)imidazo[1,2-a]pyridin-2-yl)methyl)-1H-1,2,3-triazol-4-yl)-6-nitro-1-(tetrahydro-2H-pyran-2-yl)-1H-indazole C1CCC12CN(CC2)CC=2C=CC=1N(C2)C=C(N1)CN1N=NC(=C1)C1=C2C=NN(C2=CC(=C1)[N+](=O)[O-])C1OCCCC1